C(C)(C)SCC(=O)NC1=CC(=CC=C1)C=1OC=2C(=NC=CC2)N1 2-(isopropylthio)-N-(3-(oxazolo[4,5-b]pyridin-2-yl)phenyl)acetamide